ClC1=CC(=C(C=C1)[C@H](C(=O)N1CCC2=CC=C(C=C12)OC(F)(F)F)NC1=CC(=CC(=C1)OC)OCCO)F |r| racemic-2-(4-chloro-2-fluorophenyl)-2-((3-(2-hydroxyethoxy)-5-methoxyphenyl)amino)-1-(6-(trifluoromethoxy)indolin-1-yl)ethanone